N1(CCOCC1)C1=CC=C(C=C1)B1OC(C)(C)C(C)(C)O1 4-(4-morpholinyl)phenylboronic acid pinacol ester